ClC=1C=C(C=CC1Cl)CCNCC1=C(N=C2SC=CN21)C2=CC(=C(C=C2)Cl)Cl 2-(3,4-dichlorophenyl)-N-((6-(3,4-dichlorophenyl)imidazo[2,1-b]thiazol-5-yl)methyl)ethan-1-amine